1-(6-(3-methoxypropyl)-3-(thieno[2,3-b]pyridin-5-yl)pyrazin-2-yl)piperidine-4-carboxylic acid COCCCC1=CN=C(C(=N1)N1CCC(CC1)C(=O)O)C=1C=C2C(=NC1)SC=C2